COC(CCC(=O)O)=O.C(C)(C)(C)N1CCC(CC1)CN1CCNCC1 tert-butyl-4-[(piperazin-1-yl)methyl]piperidine Monomethyl-Succinat